5-methoxy-N-methyl-N-propyltryptamine COC1=CC=C2NC=C(CCN(CCC)C)C2=C1